CC1=CC=C(C(=O)NC2=C(C=CC(=C2)C(F)(F)F)N2C=NC(=C2)C)C=C1 4-methyl-N-((4-methyl-1H-imidazol-1-yl)-5-(trifluoromethyl)phenyl)benzamide